C(C)SC(=S)N[C@@H](CC1=CC=CC=C1)C(=O)O N-(ethylthio)thiocarbonyl-L-phenylalanine